(3R)-methyl-6,8-dihydroxy-7-formyl-3,4-dihydroisocoumarin C[C@H]1OC(=O)C2=C(C(=C(C=C2C1)O)C=O)O